C(#N)C1=NC=CC(=C1)C1=CN=C(O1)C(=O)N1[C@@H]2[C@H](CC1)[C@H](N(C2)C#N)C (+)-(3aR,4R,6aR)-1-(5-(2-cyanopyridin-4-yl)oxazole-2-carbonyl)-4-methylhexahydropyrrolo[3,4-b]pyrrole-5(1H)-carbonitrile